NC=1N=CC(=NC1C1=NN(N=C1)C)C=1C=C(C=CC1C)C(C(=O)N)(C(F)F)O 2-(3-(5-amino-6-(2-methyl-2H-1,2,3-triazol-4-yl)pyrazin-2-yl)-4-methylphenyl)-3,3-difluoro-2-hydroxypropanamide